3-(4-Amino-1,2,5-oxadiazol-3-yl)-4-(3-bromo-4-fluorophenyl)-1,2,4-oxadiazol NC=1C(=NON1)C1=NOCN1C1=CC(=C(C=C1)F)Br